Cl.C(C)N=C=NCCCN(C)C 1-ethyl-[3-(dimethylamino)-propyl]-carbodiimide hydrochloride